4H-cyclopenta[d]thiazole-4-carboxamide S1C=NC2=C1C=CC2C(=O)N